BrC1=CC=C(C=C1)C12C(C3=C(C=NC=C3OC)O1)(C(C(C2C2=CC=CC=C2)CNC(C)(C)C)O)O 7a-(4-bromophenyl)-6-((tert-butylamino)methyl)-4-methoxy-7-phenyl-5,6,7,7a-tetrahydro-4bH-cyclopenta[4,5]furo[2,3-c]pyridine-4b,5-diol